2-(4-cyclopropyl-6-methoxypyrimidin-5-yl)-6-(1-((2-(trimethylsilyl)ethoxy)methyl)-1H-pyrazol-3-yl)-7H-pyrrolo[2,3-d]pyrimidine C1(CC1)C1=NC=NC(=C1C=1N=CC2=C(N1)NC(=C2)C2=NN(C=C2)COCC[Si](C)(C)C)OC